(2E)-3,7-dimethylocta-2,6-dienal C\C(=C/C=O)\CCC=C(C)C